COC1=C(OCCNC(C2=CC=C(C=C2)NC2=CC=NC3=C(C=CC=C23)C)=O)C=CC=C1 N-[2-(2-methoxyphenoxy)ethyl]-4-[(8-methylquinolin-4-yl)amino]benzamide